CN(C1=CC=C(C=C1)C1=CC=C(C=C1)CN(C(=O)C1CCCCC1)C=1C=C(C=CC1)C1CC(C1)C(=O)OC)C Methyl 3-(3-(N-((4'-(dimethylamino)-[1,1'-biphenyl]-4-yl)methyl)cyclohexanecarboxamido)phenyl)-cyclobutanecarboxylate